2-((5-chloro-2-((2-(difluorometh-oxy)-4-(pyrrolidin-1-yl)phenyl)-amino)pyrimidin-4-yl)amino)-thiophene-3-carboxamide ClC=1C(=NC(=NC1)NC1=C(C=C(C=C1)N1CCCC1)OC(F)F)NC=1SC=CC1C(=O)N